1,4-Naphthalenedicarboxylic acid C1(=CC=C(C2=CC=CC=C12)C(=O)O)C(=O)O